2-(3-(5-amino-6-((1-(1-methylpiperidin-4-yl)-1H-pyrazol-4-yl)oxy)pyrazin-2-yl)-5-methylphenyl)propan-2-ol NC=1N=CC(=NC1OC=1C=NN(C1)C1CCN(CC1)C)C=1C=C(C=C(C1)C)C(C)(C)O